ClC(OC1=CC=C(C=C1)NC(C1=CN=C(C(=C1)NCC1=C(C=CC(=C1)[N+](=O)[O-])O)N1C[C@@H](CC1)O)=O)(F)F (R)-N-(4-(chlorodifluoromethoxy)phenyl)-5-((2-hydroxy-5-nitrobenzyl)amino)6-(3-hydroxypyrrolidin-1-yl)nicotinamide